ethyl 2-(3-bromobenzyl)-3-oxobutanoate BrC=1C=C(CC(C(=O)OCC)C(C)=O)C=CC1